IC1=C(C(=O)N2C(=CC3=CC=CC=C23)C)C=CC=C1 N-(o-iodobenzoyl)-2-methylindole